COC1=C(C=C(C=N1)NC(C#CC)=O)\C=C\[C@@H]1CC[C@H](CC1)C(F)(F)F N-(6-methoxy-5-((E)-2-(trans-4-(trifluoromethyl)-cyclohexyl)vinyl)pyridin-3-yl)but-2-ynamide